N-((2-methoxyphenyl)-sulfonyl)-5-(1H-pyrazol-1-yl)-2-naphth-amide COC1=C(C=CC=C1)S(=O)(=O)NC(=O)C1=CC2=CC=CC(=C2C=C1)N1N=CC=C1